tert-butyl N-(6-{2-[(4-methyl-6-propanoylpyridin-3-yl)amino]pyridin-3-yl}pyrimidin-4-yl)carbamate CC1=C(C=NC(=C1)C(CC)=O)NC1=NC=CC=C1C1=CC(=NC=N1)NC(OC(C)(C)C)=O